2-vinyl-3-ethyl-butanedioic acid C(=C)C(C(=O)O)C(C(=O)O)CC